(+-)-2,2-Dimethyl-3-methylene-bicyclo[2.2.1]heptane CC1(C2CCC(C1=C)C2)C